C(=CC=CC=CCCCCCCCCCCCC)O 9E,12E,15E-octadecatriene-1-ol